BrC1=C(C2=C(NC(N(C2=O)C(C(=O)OC(C)(C)C)(C)C)=O)S1)C tert-Butyl 2-(6-bromo-5-methyl-2,4-dioxo-1,4-dihydrothieno[2,3-d]pyrimidin-3(2H)-yl)-2-methylpropanoate